cis-2-((3-fluoro-1-(methylsulfonyl)piperidin-4-yl)amino)-4-((2-hydroxy-2-methylcyclopentyl)oxy)pyrimidine-5-carbonitrile FC1CN(CCC1NC1=NC=C(C(=N1)O[C@H]1[C@@](CCC1)(C)O)C#N)S(=O)(=O)C